FC1=C2C(=NC(=NC2=CC=C1)N1[C@@H](CCC1)C(=O)N)NC=1N=CN(C1)C1=CC(=C(C(=C1)OC)OC)OC (S)-1-(5-fluoro-4-((1-(3,4,5-trimethoxyphenyl)-1H-imidazol-4-yl)amino)quinazolin-2-yl)pyrrolidine-2-carboxamide